ClC1=C(C(=CC=C1)Cl)C=1OC(=C(N1)C(=O)N)NC1=CC=C(C=C1)C(=O)N1C=CS(C=C1)(=O)=O (2,6-dichlorophenyl)-5-[4-(1,1-dioxo-1,4-thiazine-4-carbonyl)anilino]-oxazole-4-carboxamide